C(C)(C)C1=CC=C(C=C1)CC(C=O)C 3-(4-iso-propylphenyl)-2-methylpropanal